2-(3-chlorophenyl)-7-fluorobenzofuran-5-carbaldehyde ClC=1C=C(C=CC1)C=1OC2=C(C1)C=C(C=C2F)C=O